C(#N)C1CC2(C1)CC(N(CC2)C(=O)OCC2=CC=CC=C2)C2=CC=C(C=C2)C(=O)OC benzyl 2-cyano-6-(4-(methoxycarbonyl)phenyl)-7-azaspiro[3.5]nonane-7-carboxylate